FC(OC1=CC=C(C=C1)/C(=C/C(=O)OCC)/C)(F)F ethyl (E)-3-(4-(trifluoromethoxy)phenyl)but-2-enoate